CC=1C(=NN(C1)C1CCC(CC1)OC1=C2C=CC=NC2=CC(=N1)N1CCOCC1)C(F)(F)F 4-(5-(((1s,4s)-4-(4-methyl-3-(trifluoromethyl)-1H-pyrazol-1-yl)cyclohexyl)oxy)-1,6-naphthyridin-7-yl)morpholine